4-ethynyl-2-methyl-3,5,6-trifluorobenzyl (1R)-trans-3-(2,2-dichloro-1-ethenyl)-2,2-dimethylcyclopropanecarboxylate ClC(=C[C@H]1C([C@@H]1C(=O)OCC1=C(C(=C(C(=C1F)F)C#C)F)C)(C)C)Cl